5-(3-fluoro-8-(3-(4-(trifluoromethyl)phenyl)pyrrolidin-1-yl)imidazo[1,2-b]pyridazin-6-yl)pyrimidine-2,4(1H,3H)-dione FC1=CN=C2N1N=C(C=C2N2CC(CC2)C2=CC=C(C=C2)C(F)(F)F)C=2C(NC(NC2)=O)=O